CCCC#C pent-4-yn